ClC=1C=CC(=C(C1)C1CC(C(O1)=O)=C)C=1C=NNC1 5-(5-chloro-2-(1H-pyrazol-4-yl)phenyl)-3-methylenedihydrofuran-2(3H)-one